ClC1=CC=C(C=C1)N1N=C(C=2C1=NC(=NC2)C(=O)OC)C2=NC(=NC=C2)C(F)(F)F methyl 1-(4-chlorophenyl)-3-(2-(trifluoromethyl)pyrimidin-4-yl)-1H-pyrazolo[3,4-d]pyrimidine-6-carboxylate